CO[C@@H](C)C1=CC=C(C=N1)C=1CC=NCC1 6-((S)-1-methoxyethyl)-3',6'-dihydro-[3,4'-bipyridine]